CC(COC1=C(C=O)C=CC=C1)=C 2-(2-methyl-allyloxy)-benzaldehyde